7-chloro-4-((2,4-dimethoxybenzyl)amino)-1-methylimidazo[1,5-a]quinoxaline-8-carboxylic acid ClC=1C=C2N=C(C=3N(C2=CC1C(=O)O)C(=NC3)C)NCC3=C(C=C(C=C3)OC)OC